N-{4-[1-(2,5-bistrifluoromethylphenyl)-1H-[1,2,3]triazol-4-yl]phenyl}-2-(1,3-dimethyl-2,6-dioxo-1,2,3,6-tetrahydropurin-7-yl)acetamide FC(C1=C(C=C(C=C1)C(F)(F)F)N1N=NC(=C1)C1=CC=C(C=C1)NC(CN1C=NC=2N(C(N(C(C12)=O)C)=O)C)=O)(F)F